1-[3-(5-chloro-2-methoxyphenyl)-1,2,4-oxadiazol-5-yl]-6-[(pyridin-2-ylmethyl)sulfonyl]-6-azaspiro[2.5]octane ClC=1C=CC(=C(C1)C1=NOC(=N1)C1CC12CCN(CC2)S(=O)(=O)CC2=NC=CC=C2)OC